α,α,2-trifluoro-4-(trifluoromethyl)-phenylpropionic acid FC(C(=O)O)(CC1=C(C=C(C=C1)C(F)(F)F)F)F